NC1=CC=2N(C(N(CC2C=N1)C1=C(C=CC=C1C)F)=O)[C@@H]1CC[C@H](CC1)NC trans-7-amino-3-(2-fluoro-6-methyl-phenyl)-1-[4-(methylamino)cyclohexyl]-4H-pyrido[4,3-d]pyrimidin-2-one